CN1CCN(CC1)[C@H]1CC[C@H](CC1)NC1=NN2C(C=N1)=C(C=C2)C=2C=NC1=NC=CC=C1C2 N-(cis-4-(4-methylpiperazin-1-yl)cyclohexyl)-5-(1,8-naphthyridin-3-yl)pyrrolo[2,1-f][1,2,4]triazin-2-amine